3,7-diamino-2,6-dimethyl-dibenzothiophene NC=1C(=CC2=C(SC3=C2C=CC(=C3C)N)C1)C